C(CCCC)(=O)N[C@H](C(C)C)C(=O)O valeryl-D-valine